N-((R)-(2-((s)-1-Amino-4,4,4-trifluoro-3,3-dimethylbutyl)-1H-benzo[d]imidazol-6-yl)(cyclopropyl)methyl)-2-(2,2-difluorocyclopropyl)acetamide N[C@@H](CC(C(F)(F)F)(C)C)C1=NC2=C(N1)C=C(C=C2)[C@H](NC(CC2C(C2)(F)F)=O)C2CC2